tert-butyl 4-{2-[3-(4-fluorophenyl)-4-(pyridin-4-yl)-1,2-oxazol-5-yl]acetyl}piperazine-1-carboxylate FC1=CC=C(C=C1)C1=NOC(=C1C1=CC=NC=C1)CC(=O)N1CCN(CC1)C(=O)OC(C)(C)C